3-(6-(aminomethyl)-7-fluoro-4-methyl-1-oxoisoindolin-2-yl)piperidine-2,6-dione NCC1=CC(=C2CN(C(C2=C1F)=O)C1C(NC(CC1)=O)=O)C